(R)-6-(1-(8-Fluoro-6-(1-methyl-1H-pyrazol-4-yl)-[1,2,4]triazolo[4,3-a]pyridin-3-yl)ethyl)-3-(2-methoxyethoxy)-1,6-naphthyridin-5(6H)-one FC=1C=2N(C=C(C1)C=1C=NN(C1)C)C(=NN2)[C@@H](C)N2C(C=1C=C(C=NC1C=C2)OCCOC)=O